P(=O)(O)(O)O.OC[C@H](O)[C@@H](O)[C@H](O)[C@H](O)CO sorbitol monophosphate